(1-(3-(phenylamino)propyl)piperidin-4-yl)(p-tolyl)methanone C1(=CC=CC=C1)NCCCN1CCC(CC1)C(=O)C1=CC=C(C=C1)C